[Si](C)(C)(C(C)(C)C)O[C@@H](CCCC(=O)OC)\C=C\CC1=CC=C(C=C1)\C=C\[C@@H](CC)O[Si](C)(C)C(C)(C)C Methyl (S,E)-5-((tert-butyldimethylsilyl)oxy)-8-(4-((R,E)-3-((tert-butyldimethylsilyl)oxy)pent-1-en-1-yl)phenyl)oct-6-enoate